N-(3-(2-(4-(piperidin-1-ylsulfonyl)phenylamino)-[1,2,4]triazolo[1,5-a]pyridin-5-yloxy)phenyl)acrylamide Propenyl-thiocarbonate C(=CC)OC(O)=S.N1(CCCCC1)S(=O)(=O)C1=CC=C(C=C1)NC1=NN2C(C=CC=C2OC=2C=C(C=CC2)NC(C=C)=O)=N1